4-methyl-1-[2-(4-methylsulfonylpiperazin-1-yl)propyl]-5-[[7-[6-(2,2,2-trifluoroethyl)quinazolin-4-yl]-2,7-diazaspiro[3.5]nonan-2-yl]methyl]indole-3-carbonitrile CC1=C2C(=CN(C2=CC=C1CN1CC2(C1)CCN(CC2)C2=NC=NC1=CC=C(C=C21)CC(F)(F)F)CC(C)N2CCN(CC2)S(=O)(=O)C)C#N